O1COC2=C1C=CC(=C2)/C=C/C=C/C(=O)O (2e,4e)-5-(benzo[d][1,3]dioxol-5-yl)penta-2,4-dienoic acid